11-[4-(4-cyanophenyl)phenoxy]undecyl 2,5-bis[[4-[2-[4-(6-prop-2-enoyloxyhexoxy)phenyl]ethynyl]benzoyl]oxy]benzoate C(C=C)(=O)OCCCCCCOC1=CC=C(C=C1)C#CC1=CC=C(C(=O)OC2=C(C(=O)OCCCCCCCCCCCOC3=CC=C(C=C3)C3=CC=C(C=C3)C#N)C=C(C=C2)OC(C2=CC=C(C=C2)C#CC2=CC=C(C=C2)OCCCCCCOC(C=C)=O)=O)C=C1